F[C@@H]1C(NC(C[C@H]1NCC1=CC=C(C=C1)OC)(C)C)(C)C |r| C-trans-racemic-(3S,4R)-3-fluoro-N-(4-methoxybenzyl)-2,2,6,6-tetramethylpiperidin-4-amine